N1=CC=CC2=CC(=CC=C12)/C=C/P(OCC)(OCC)=O Diethyl (E)-(2-(quinolin-6-yl)vinyl)phosphonate